O.ClC1=C(C=C(C=C1)NC(=O)NC1=C(C=C(OC2=CC(=NC=C2)C(=O)NC)C=C1)F)C(F)(F)F 4-[4-({[4-chloro-3-(trifluoromethyl)phenyl]carbamoyl}amino)-3-fluorophenoxy]-N-methylpyridine-2-carboxamide hydrate